tert-butyl (S)-4-(3-(5-cyclopropyl-4,7-difluoro-3,3-dimethyl-2-oxoindolin-1-yl)-2-oxopyrrolidin-1-yl)butanoate C1(CC1)C=1C(=C2C(C(N(C2=C(C1)F)[C@@H]1C(N(CC1)CCCC(=O)OC(C)(C)C)=O)=O)(C)C)F